ClC1=C(OC2=NC=C(C=C2C(=O)NC2=CN=NS2)C(F)(F)F)C=CC(=C1)OC(F)(F)F 2-[2-chloro-4-(trifluoromethoxy)phenoxy]-N-(thiadiazol-5-yl)-5-(trifluoromethyl)pyridine-3-carboxamide